(biphenylyl)[(Phenyl)(biphenylyl)triazinyl]dibenzoselenophene C1(=C(C=CC=C1)C1=C(C2=C([Se]C3=C2C=CC=C3)C=C1)C1=NN=NC(=C1C1=C(C=CC=C1)C1=CC=CC=C1)C1=CC=CC=C1)C1=CC=CC=C1